OC12C(=NC3=CN=CC=C3C1=O)N(CC2)C2=CC=C(C=C2)CC#N 2-(4-{3a-hydroxy-4-oxo-1H,2H,3H,3aH,4H-pyrrolo[2,3-b]1,7-naphthyridin-1-yl}phenyl)acetonitrile